(R)-2-(methylamino)-3-(pyridin-3-yl)propanoic acid CN[C@@H](C(=O)O)CC=1C=NC=CC1